4,6-bis[[3-[3,5-bis(trifluoromethyl)phenyl]-1h-1,2,4-triazol-5-yl]thio]-2-(methylthio)pyrimidine FC(C=1C=C(C=C(C1)C(F)(F)F)C1=NNC(=N1)SC1=NC(=NC(=C1)SC1=NC(=NN1)C1=CC(=CC(=C1)C(F)(F)F)C(F)(F)F)SC)(F)F